CCCCCCCCCCCCCCCCCC(C(=O)O)O The molecule is a 2-hydroxy fatty acid that is nonadecanoic acid substituted by a hydroxy group at position 2. It derives from a nonadecanoic acid.